NC(/C=C/CC[C@@H](C(=O)NC=1C(N(C=CC1)CC1=NC2=C(N1C(=O)OC(C)(C)C)C=CC=C2CC2CC2)=O)NC(=O)OC)=O tert-butyl (S,E)-2-((3-(7-amino-2-((methoxycarbonyl)amino)-7-oxohept-5-enamido)-2-oxopyridin-1(2H)-yl)methyl)-4-(cyclopropylmethyl)-1H-benzo[d]imidazole-1-carboxylate